1-(1-(6,7-Difluoro-1-oxo-1,2-dihydroisoquinolin-4-yl)ethyl)-3-(1H-indol-6-yl)-1-methylurea FC=1C=C2C(=CNC(C2=CC1F)=O)C(C)N(C(=O)NC1=CC=C2C=CNC2=C1)C